NC1=NC=C(C2=C1C=NN2)NC(C(=O)N2[C@H](CC[C@@H](C2)C)C=2C=CC1=C(N=C(S1)C1C(CN(CC1)C)C)C2)=O N-(4-amino-1H-pyrazolo[4,3-c]pyridin-7-yl)-2-((2R,5S)-2-(2-(1,3-dimethylpiperidin-4-yl)benzo[d]thiazol-5-yl)-5-methylpiperidin-1-yl)-2-oxoacetamide